camphor ammonium [NH4+].C12(C(=O)CC(CC1)C2(C)C)C